C(=C)(C)C1=NC(=NC=C1C(F)(F)F)N[C@H]1C[C@H](CCC1)C1=NN=C2N1C=CC=C2 4-isopropenyl-N-[(1R,3S)-3-([1,2,4]triazolo[4,3-a]pyridin-3-yl)cyclohexyl]-5-(trifluoromethyl)pyrimidin-2-amine